FC1=CC=C(C=C1)C1(CC2C(N(OC2(C)C)C)C(C1)C)C 5-(4-Fluorophenyl)-1,3,3,5,7-pentamethyloctahydrobenzo[c]isoxazol